tert-butyl (1r,5s,6r)-6-(((methylsulfonyl) oxy) methyl)-3-azabicyclo[3.1.0]hexane-3-carboxylate CS(=O)(=O)OCC1[C@H]2CN(C[C@@H]12)C(=O)OC(C)(C)C